N-Cyclohexyl-4-(6-methoxypyridin-3-yl)-1H-imidazole-1-carboxamide C1(CCCCC1)NC(=O)N1C=NC(=C1)C=1C=NC(=CC1)OC